BrC=1C=C(C(=O)NCC2CC2)C=CC1 3-bromo-N-(cyclopropylmethyl)benzamide